1-(2-(difluoromethyl)-3-((4-trifluoromethylphenyl)sulfonyl)phenyl)piperazine FC(C1=C(C=CC=C1S(=O)(=O)C1=CC=C(C=C1)C(F)(F)F)N1CCNCC1)F